3-(((2,6-bis(bis(2-methoxyethyl)amino)-8-(4-(1-methyl-1H-1,2,4-triazol-3-yl)piperazin-1-yl)pyrimido[5,4-d]pyrimidin-4-yl)(methyl)amino)methyl)benzonitrile COCCN(C=1N=C(C2=C(N1)C(=NC(=N2)N(CCOC)CCOC)N2CCN(CC2)C2=NN(C=N2)C)N(C)CC=2C=C(C#N)C=CC2)CCOC